1-methyl-5-(morpholine-4-carbonyl)-1H-indol CN1C=CC2=CC(=CC=C12)C(=O)N1CCOCC1